4,4'-biphenyldicarbonyl dichloride C1(=CC=C(C=C1)C(=O)Cl)C1=CC=C(C=C1)C(=O)Cl